C(C1=CC=CC=C1)OC(NC(CC=O)C1=CC=CC=C1)=O (3-OXO-1-PHENYL-PROPYL)-CARBAMIC ACID BENZYL ESTER